ClC=1C=CC2=C(N=C(S2)C2CCN(CC2)CCC(F)(F)F)C1 5-chloro-2-[1-(3,3,3-trifluoropropyl)-4-piperidyl]-1,3-benzothiazole